O-methyl-N-nitro-N'-methylisourea COC(N[N+](=O)[O-])=NC